O1COC2=C1C=CC(=C2)C=2C(OC(C2CC2=CC(=C(C(=C2)OC)OC)OC)(C2=CC=C(C=C2)OC)O)=O 3-(1,3-benzodioxol-5-yl)-5-hydroxy-5-(4-methoxyphenyl)-4-[(3,4,5-trimethoxyphenyl)methyl]furan-2-one